2-oxo-3-oxa-1,8-diazaspiro[4.5]decan O=C1NC2(CO1)CCNCC2